(1H-pyrrolo[2,3-b]pyridin-3-yl)acrylamide N1C=C(C=2C1=NC=CC2)C(C(=O)N)=C